6-fluoro-N-(3-hydroxyoctyl)hexanamide FCCCCCC(=O)NCCC(CCCCC)O